N1=CC=CC=2CC3=CC=CC=C3OC12 10H-9-Oxa-1-aza-anthracen